C(C)(C)(C)OC(=O)C=1OCCC=NC1 [1,4]Oxazepin-2(6H)-carboxylic acid tert-butyl ester